2-(3,4-difluorophenyl)-N3-(4-fluorobenzyl)quinoxaline-2,3-diamine FC=1C=C(C=CC1F)C1(NC2=CC=CC=C2N=C1NCC1=CC=C(C=C1)F)N